3,3-Dideutero-3-amino-1-propanesulfonic acid [2H]C(CCS(=O)(=O)O)(N)[2H]